4-(4-(2-hydroxyethyl)-1-((5-methoxy-7-methyl-1H-indol-4-yl)methyl)piperazin-2-yl)benzoic acid OCCN1CC(N(CC1)CC1=C2C=CNC2=C(C=C1OC)C)C1=CC=C(C(=O)O)C=C1